5-((9H-Purin-6-yl)amino)-4-methoxyisoindolin-1-one N1=CN=C2NC=NC2=C1NC=1C(=C2CNC(C2=CC1)=O)OC